Ethyl 2-amino-6-cyano-6-(cyclobutylmethyl)-7-oxo-4,5,6,7-tetrahydrobenzo[b]thiophene-3-carboxylate NC1=C(C2=C(S1)C(C(CC2)(CC2CCC2)C#N)=O)C(=O)OCC